CC1=CC=C(C=N1)N1C[C@H](CCC1)NC(OC(C)(C)C)=O tert-butyl (S)-(1-(6-methylpyridin-3-yl)piperidin-3-yl)carbamate